4-(3-Cyano-6-(1-methyl-1H-pyrazol-4-yl)pyrazolo[1,5-a]pyridin-4-yl)cyclohex-3-ene C(#N)C=1C=NN2C1C(=CC(=C2)C=2C=NN(C2)C)C2=CCCCC2